CC=1C=CC(=C(C1)N1CCOCC1)N1CCNCC1 4-(5-methyl-2-(piperazin-1-yl)phenyl)morpholine